2-benzyloxy-1-methylpyridinium triflate [O-]S(=O)(=O)C(F)(F)F.C(C1=CC=CC=C1)OC1=[N+](C=CC=C1)C